BrCCCN1CCN(C2=CC(=CC=C12)F)C1=CC=C(C=C1)F 3-Bromo-1-(6-fluoro-4-(4-fluorophenyl)-3,4-dihydroquinoxalin-1(2H)-yl)propan